N'-ethoxy-5-(N-methylsulfamoyl)picolinimidamide C(C)ON=C(C1=NC=C(C=C1)S(NC)(=O)=O)N